3-{4-[4-(4-tert-Butyl-piperidin-1-ylmethyl)-benzyloxy]-1-oxo-1,3-dihydro-isoindol-2-yl}-piperidine-2,6-dione C(C)(C)(C)C1CCN(CC1)CC1=CC=C(COC2=C3CN(C(C3=CC=C2)=O)C2C(NC(CC2)=O)=O)C=C1